CC1=CN(C2=NC=C(C=C21)NC(C=C)=O)C2=NC(=NC=C2C)NC2=NN(C=C2)C N-[3-methyl-1-[5-methyl-2-[(1-methylpyrazol-3-yl)amino]pyrimidin-4-yl]pyrrolo[2,3-b]pyridin-5-yl]prop-2-enamide